1-methyl-4-((4-(7-methyl-[1,2,4]triazolo[1,5-a]pyridin-6-yl)piperidin-1-yl)sulfonyl)-1H-pyrazole-5-carbonitrile CN1N=CC(=C1C#N)S(=O)(=O)N1CCC(CC1)C=1C(=CC=2N(C1)N=CN2)C